O(C1=CC=CC=C1)C1=NC(=NC=C1C1=CC=CC=C1)NS(=O)(=O)C1=CC=CC=C1 N-(4-phenoxy-5-phenyl-pyrimidin-2-yl)benzenesulfonamide